FC1=C(NC=2C(=NC(=C(N2)NC)C=2C3=C(C=NC2)N(C=N3)C)C(=O)OC)C=CC(=C1F)N1[C@@H]3CO[C@H](C1)C3 Methyl 3-[2,3-difluoro-4-[(1S,4S)-2-oxa-5-azabicyclo[2.2.1]heptan-5-yl]anilino]-5-(methylamino)-6-(3-methylimidazo[4,5-c]pyridin-7-yl)pyrazine-2-carboxylate